FC(C=1C=C(C(=O)N[C@@H](C)C2=NC(=NN2C2=NC=CC=N2)NC(OC(C)(C)C)=O)C=C(C1)C(F)(F)F)(F)F tert-butyl N-[5-[(1S)-1-[[3,5-bis(trifluoromethyl)benzoyl]amino]ethyl]-1-pyrimidin-2-yl-1,2,4-triazol-3-yl]carbamate